FC1=C(C(=CC=C1)F)[C@@H](CC)NC(=O)C=1C=C(N2C1COCC2)C(=O)N2[C@H](CCC2)C 6-((S)-2-methyl-pyrrolidine-1-carbonyl)-3,4-dihydro-1H-pyrrolo[2,1-c][1,4]oxazine-8-carboxylic acid [(R)-1-(2,6-difluoro-phenyl)-propyl]-amide